N-(5-((1R,4R,5S)-5-(1-methyl-3-(1-methyl-2-oxo-5-(trifluoromethyl)-1,2-dihydropyridin-3-yl)ureido)-2-azabicyclo[2.2.1]hept-2-yl)pyrazin-2-yl)cyclopropanecarboxamide CN(C(=O)NC=1C(N(C=C(C1)C(F)(F)F)C)=O)[C@@H]1[C@H]2CN([C@@H](C1)C2)C=2N=CC(=NC2)NC(=O)C2CC2